C(#C)C=1C=C(C=2N(C1)N=CC2)C(=O)N 6-ethynyl-pyrazolo[1,5-a]pyridine-4-carboxamide